CN(C1=CC=C(C=C1)C=1N=C(C2=C(N1)C(=CS2)C)NC(=O)C=2SC(=CC2)[N+](=O)[O-])C N-(2-(4-(dimethylamino)phenyl)-7-methylthieno[3,2-d]pyrimidin-4-yl)-5-nitrothiophene-2-carboxamide